The molecule is an oxo fatty acyl-CoA that results from the formal condensation of the thiol group of coenzyme A with the carboxy group of 3,5,7-trioxododecanoic acid. It is a medium-chain fatty acyl-CoA and a 3-oxo-fatty acyl-CoA. It is a conjugate acid of a 3,5,7-trioxododecanoyl-CoA(4-). CCCCCC(=O)CC(=O)CC(=O)CC(=O)SCCNC(=O)CCNC(=O)[C@@H](C(C)(C)COP(=O)(O)OP(=O)(O)OC[C@@H]1[C@H]([C@H]([C@@H](O1)N2C=NC3=C(N=CN=C32)N)O)OP(=O)(O)O)O